4-chloro-8-methoxy-6-(5-methylpyrimidin-2-yl)quinazoline ClC1=NC=NC2=C(C=C(C=C12)C1=NC=C(C=N1)C)OC